O[C@@H]1[C@@H]([C@H]([C@@]2(OC3=C([C@@]21O)C(=CC(=C3)OCCCC=C)OC)C3=CC=C(C=C3)OC)C3=CC=CC=C3)C(=O)OC |r| rac-methyl (1R,2R,3S,3aR,8bS)-1,8b-dihydroxy-8-methoxy-3a-(4-methoxyphenyl)-6-(pent-4-en-1-yloxy)-3-phenyl-2,3,3a,8b-tetrahydro-1H-cyclopenta[b]benzofuran-2-carboxylate